(R)-1-(benzo[b]thiophen-6-yl)-N-((1R,2R)-1-(8-fluoro-2,3-dihydrobenzo[b][1,4]dioxin-6-yl)-1-hydroxy-3-(pyrrolidin-1-yl)propan-2-yl)pyrrolidine-3-carboxamide S1C2=C(C=C1)C=CC(=C2)N2C[C@@H](CC2)C(=O)N[C@@H]([C@H](O)C2=CC1=C(OCCO1)C(=C2)F)CN2CCCC2